O1C(OCC1)CCCN(C(/C=C/C(=O)OCC)=O)C1=CC(=C(C=C1)F)F ethyl (E)-4-((3-(1,3-dioxolan-2-yl) propyl) (3,4-difluorophenyl) amino)-4-oxobut-2-enoate